benzyl (2S)-2-(cyanomethyl)-4-[7-(8-methyl-1-naphthyl)-2-[[(3R)-1-methylpyrrolidin-3-yl]methoxy]-6,8-dihydro-5H-pyrido[3,4-d]pyrimidin-4-yl]piperazine-1-carboxylate C(#N)C[C@@H]1N(CCN(C1)C=1C2=C(N=C(N1)OC[C@H]1CN(CC1)C)CN(CC2)C2=CC=CC1=CC=CC(=C21)C)C(=O)OCC2=CC=CC=C2